acryloyl-oxyethyl-naphthalene-1,2,6-tricarboxylic acid C(C=C)(=O)OCCC1=C(C(=C2C=CC(=CC2=C1)C(=O)O)C(=O)O)C(=O)O